1-mercapto-1,1-ethylene glycol SC(C)(O)O